ClC=1C=C2C(=NC(N3C2=C(C1C1=C(C=C(C(=C1)Cl)F)F)SC[C@@H](C3)OC)=O)N3CCN(CC3)C(=O)OC(C)(C)C tert-butyl 4-((3R)-10-chloro-11-(5-chloro-2,4-difluorophenyl)-3-methoxy-6-oxo-3,4-dihydro-2H,6H-[1,4]thiazepino[2,3,4-ij]quinazolin-8-yl)piperazine-1-carboxylate